CC(C#N)(CC#N)C 2,2-Dimethylsuccinonitrile